(2R)-1-[(4aR,8aS)-3,4,4a,5,6,7,8,8a-octahydro-2H-quinolin-1-yl]-3-[tert-butyl(diphenyl)silyl]oxy-2-[cyclopropyl-[(2,4-dimethoxyphenyl)methyl]amino]propan-1-one N1(CCC[C@H]2CCCC[C@H]12)C([C@@H](CO[Si](C1=CC=CC=C1)(C1=CC=CC=C1)C(C)(C)C)N(CC1=C(C=C(C=C1)OC)OC)C1CC1)=O